C(C)(C)(C)C1=NC=C[C@H]([C@@H]1[N+](=O)[O-])C1=CC(=CC(=C1)F)Cl (3S,4S)-tert-butyl-4-(3-chloro-5-fluorophenyl)-3-nitro-3,4-dihydropyridine